2,2,2-trifluoroethyl{3-methyl-1-[(4-methylbenzoyl)amino]butan-2-yl}carbamate FC(COC(NC(CNC(C1=CC=C(C=C1)C)=O)C(C)C)=O)(F)F